Diethyl (4-(2,6-dioxo-1-(prop-2-yn-1-yl)-8-(4-(trifluoromethyl)phenethyl)-1,2,6,7-tetra-hydro-3H-purin-3-yl)butyl)phosphonate O=C1N(C(C=2NC(=NC2N1CCCCP(OCC)(OCC)=O)CCC1=CC=C(C=C1)C(F)(F)F)=O)CC#C